ClC=1C(=CC(=C(C(=O)NS(=O)(=O)C2=CC=C(C=C2)OCC=2C=NC=NC2)C1)F)OCC1CCCC1 5-chloro-4-(cyclopentylmethoxy)-2-fluoro-N-((4-(pyrimidin-5-ylmethoxy)phenyl)sulfonyl)benzamide